5-[2-[(1-Methylsulfonylpiperidin-4-yl)amino]-5-(trifluoromethyl)pyrimidin-4-yl]-N-(oxetan-3-yl)-1,3-thiazol-2-amine CS(=O)(=O)N1CCC(CC1)NC1=NC=C(C(=N1)C1=CN=C(S1)NC1COC1)C(F)(F)F